C1=CC(=CC=C1C#CC2=CC=C(C=C2)N)N diaminotolan